2,2-difluoro-1-phenylcyclopropane-1-carboxamide FC1(C(C1)(C(=O)N)C1=CC=CC=C1)F